CC1=CC(=NO1)C1=NN=C2N1C=C(C=C2)OCC2=CC=C1C(=N2)CCN(C1)C1COC1 2-(((3-(5-methylisoxazol-3-yl)[1,2,4]triazolo[4,3-a]pyridin-6-yl)oxy)methyl)-6-(oxetane-3-yl)-5,6,7,8-tetrahydropyrido[4,3-b]pyridine